trans-2-((4-(4-(4-Chlorophenyl)-5-methoxy-4H-1,2,4-triazol-3-yl)cyclohexyl)oxy)pyridin ClC1=CC=C(C=C1)N1C(=NN=C1OC)[C@@H]1CC[C@H](CC1)OC1=NC=CC=C1